C(C1=CC=CC=C1)N1CCC(CC1)NC(COC1=CC=C(C=C1)\C=C\C(C1=CC=C(C=C1)[N+](=O)[O-])=O)=O (E)-N-(1-benzylpiperidin-4-yl)-2-(4-(3-oxo-3-(4-nitrophenyl)prop-1-en-1-yl)phenoxy)acetamide